C12N(CC(CC1)C2)C2=NC=C(C=N2)C(=O)NC=2C(=NC=CC2C2=C(C=CC(=C2)F)F)C2CCC(CC2)(F)F 2-(2-azabicyclo[2.2.1]heptan-2-yl)-N-(2-(4,4-difluorocyclohexyl)-4-(2,5-difluorophenyl)pyridin-3-yl)pyrimidine-5-carboxamide